FC=1C=CC=C2[C@H](CCOC12)NC(=O)C1=CC2=C(N=C(S2)N2CCNCC2)C=C1 (S)-N-(8-fluorochroman-4-yl)-2-(piperazin-1-yl)benzo[d]thiazole-6-carboxamide